(R,Z)-N-(1-(2-(2,5-dimethylthiazol-4-yl)-3,6-dimethyl-4-oxo-3,4-dihydroquinazolin-8-yl)ethylidene)-2-methylpropane-2-sulfinamide CC=1SC(=C(N1)C1=NC2=C(C=C(C=C2C(N1C)=O)C)\C(\C)=N/[S@](=O)C(C)(C)C)C